BrC1=C2CCNC2=CC(=C1)F 4-Bromo-6-fluoroindoline